OC(CN1N=C(C=C1C(=O)O)C)(C)C 1-(2-hydroxy-2-methylpropyl)-3-methyl-1H-pyrazole-5-carboxylic acid